C/C(=C/C#N)/CCC1=CC=CC=C1 (Z,E)-3-methyl-5-phenyl-2-pentene-nitrile